FC=1C(=C(C=CC1F)[C@H]1[C@@H](O[C@]([C@H]1C)(C(F)(F)F)C)C(=O)NC1=CC(=NC=C1)/C(/N)=N/C)OC (2R,3S,4S,5R)-3-(3,4-Difluoro-2-methoxyphenyl)-4,5-dimethyl-N-(2-((Z)-N'-methylcarbamimidoyl)pyridin-4-yl)-5-(trifluoromethyl)tetrahydrofuran-2-carboxamide